C[C@@H]1OC2=C(N(C1)C(=O)C1=NC(=NC=C1)N1N=C(N=C1)C(C)C)C=CC=C2C [(2S)-2,3-dihydro-2,8-dimethyl-4H-1,4-benzoxazin-4-yl][2-[3-(1-methylethyl)-1H-1,2,4-triazol-1-yl]-4-pyrimidinyl]methanone